BrC1=NC=C(C=C1C)C=C 2-bromo-3-methyl-5-vinylpyridine